C(C)(=O)C=1C=CC2=C(C(=NNC2=O)C(C)C)N1 2-acetyl-8-isopropylpyrido[2,3-d]pyridazin-5(6H)-one